gamma-glutamylbutanediamine N[C@@H](CCC(=O)C(CCC)(N)N)C(=O)O